C12CN(CC(CC1)N2)CC=2C=C1CN(CC1=CC2)C2C(NC(CC2)=O)=O 5-((3,8-diazabicyclo[3.2.1]octan-3-yl)methyl)-2-(2,6-dioxopiperidin-3-yl)isoindoline